ClC=1C=C(C=C(C1)NS(=O)(=O)C)NC(=O)C=1SC(=C(C1)C1=NC=C(C=C1OCC1=CC(=CC(=C1)OC(F)(F)F)F)N1CC(C1)(F)F)C N-(3-chloro-5-(methylsulfonamido)phenyl)-4-(5-(3,3-difluoroazetidin-1-yl)-3-((3-fluoro-5-(trifluoromethoxy)benzyl)oxy)pyridin-2-yl)-5-methylthiophene-2-carboxamide